COC1=C2CCC3(C2=C(C=C1)O)CCC1=C(C=CC(=C13)O)OC 4,4'-dimethoxy-7,7'-dihydroxy-1,1'-spirobiindan